(R)-4-(2-methylmorpholino)-N-(quinolin-8-yl)picolinamide C[C@H]1OCCN(C1)C1=CC(=NC=C1)C(=O)NC=1C=CC=C2C=CC=NC12